2-aminopyridine-2-d NC1(NC=CC=C1)[2H]